C(C)(C)(C)N1[C@H](C[C@@H](C1)N(C(C(C)C)=O)C1CCC(CC1)C)C 1-(tert-butyl)2-methyl-(2S,4S)-4-(N-((1s,4R)-4-methylcyclohexyl)isobutyramido)pyrrolidine